C1(=CC=C(C=C1)N(C(C[C@H]1CCN(C1)C=1C2=C(N=C(N1)C)C1=C(O2)C=CC=C1)=O)C)C1=CC=CC=C1 (2S,4R)-4-(2-([1,1'-biphenyl]-4-yl(methyl)amino)-2-oxoethyl)-1-(2-methylbenzofuro[3,2-d]pyrimidin-4-yl)pyrrolidine